3-[3-[4-(cyclopropylcarbamoyl)-3-(difluoromethoxy)-5-methoxy-phenyl]imidazo[1,2-a]pyridin-7-yl]oxypropyl acetate C(C)(=O)OCCCOC1=CC=2N(C=C1)C(=CN2)C2=CC(=C(C(=C2)OC)C(NC2CC2)=O)OC(F)F